1-(4-(1-isopropyl-6-((5-methylthiazol-2-yl)amino)-1H-pyrrolo[3,2-c]pyridin-4-yl)-3,6-dihydropyridin-1(2H)-yl)prop-2-en-1-one C(C)(C)N1C=CC=2C(=NC(=CC21)NC=2SC(=CN2)C)C=2CCN(CC2)C(C=C)=O